2,5-dioxopyrrolidin-1-yl 2-[(tert-butoxycarbonyl)amino]acetate C(C)(C)(C)OC(=O)NCC(=O)ON1C(CCC1=O)=O